ClC1=NC=C(C(=C1)C1=C(C=NC(=C1)C)C(=O)NC=1SC2=C(N1)C=CC(=C2)SC)OC 2'-chloro-5'-methoxy-6-methyl-N-[6-(methylsulfanyl)-1,3-benzothiazol-2-yl]-[4,4'-bipyridine]-3-carboxamide